Cl.Cl.FC=1C(=C2C(=NC1)NC=C2)C2CCNCC2 4-{5-fluoro-1H-pyrrolo[2,3-b]pyridin-4-yl}piperidine dihydrochloride